C1=CC=CC=2C3=CC=CC=C3N(C12)NC(OC1=CC=CC=C1)=O phenyl (9H-carbazol-9-yl)carbamate